3-aminophenyl-boric acid NC=1C=C(C=CC1)OB(O)O